C(C)(C)(C)OC(=O)N1C[C@H]([C@@H](CC1)NC=1N=CC(=NC1Cl)C(=O)OC)CC methyl 5-((trans-1-(tert-butoxycarbonyl)-3-ethylpiperidin-4-yl)amino)-6-chloropyrazine-2-carboxylate